(1R,3R)-1-(1-(4-methoxyphenyl)ethyl)-5-oxopyrrolidine-3-carboxylic acid methyl ester COC(=O)[C@H]1CN(C(C1)=O)[C@H](C)C1=CC=C(C=C1)OC